N-methyl-tryptamine isonitrile N#[C-].CNCCC1=CNC2=CC=CC=C12